C(C)(C)(C)OC(=O)N1CCC(CC1)C1=CC=CC=C1 4-phenylpiperidine-1-carboxylic acid tert-butyl ester